CC1=C(C=CC=C1O)O methyl-1,3-benzenediol